(2R,3R,4R,5R)-5-(2,6-dichloro-9H-purin-9-yl)-2-(((1-ethoxy-3-(4-nitrophenyl)-1-oxo-2-(thiazol-4-yl)propan-2-yl)oxy)methyl)-3-ethynyltetrahydrofuran-3,4-diyl diacetate C(C)(=O)O[C@@]1([C@H](O[C@H]([C@@H]1OC(C)=O)N1C2=NC(=NC(=C2N=C1)Cl)Cl)COC(C(=O)OCC)(CC1=CC=C(C=C1)[N+](=O)[O-])C=1N=CSC1)C#C